CC1(C(CNCC1)NC1=NC(=CC=C1)C1=CN=C2N1C=CN=C2)C N-(4,4-dimethylpiperidin-3-yl)-6-(imidazo[1,2-a]pyrazin-3-yl)pyridin-2-amine